ClC1=CC=C(NC2=C(C(=NC(=N2)SC)N2CCC(CC2)(C(=O)N)OC(C)C)[N+](=O)[O-])C=C1 1-[6-(4-chloroanilino)-2-methylsulfanyl-5-nitro-pyrimidin-4-yl]-4-isopropoxy-piperidine-4-carboxamide